ClC1=CC(=CN2C(=CC=C12)C=1SC(=NN1)C(F)F)S(=O)(=O)NC1(C(C1)C)C 8-chloro-3-(5-(difluoromethyl)-1,3,4-thiadiazol-2-yl)-N-(1,2-dimethylcyclopropyl)indolizine-6-sulfonamide